N-(5-(1-bromo-3-cyclopropyl-propyl)-2-fluorophenyl)-1-(3-cyanophenyl)-3-(trifluoromethyl)-1H-pyrazole-5-carboxamide BrC(CCC1CC1)C=1C=CC(=C(C1)NC(=O)C1=CC(=NN1C1=CC(=CC=C1)C#N)C(F)(F)F)F